bis[4-(glycidyloxy)phenyl]methane tert-butyl-(3S)-3-aminopiperidine-1-carboxylate C(C)(C)(C)OC(=O)N1C[C@H](CCC1)N.C(C1CO1)OC1=CC=C(C=C1)CC1=CC=C(C=C1)OCC1CO1